(S)-N-((4-(1,2-Dihydroxyethyl)-1-(4-(trifluoromethoxy)phenyl)-1H-pyrazolo[3,4-b]pyridin-3-yl)methyl)-2-fluoroacrylamide O[C@H](CO)C1=C2C(=NC=C1)N(N=C2CNC(C(=C)F)=O)C2=CC=C(C=C2)OC(F)(F)F